tert-butyl 3-methyl-6-(2'-oxospiro[cyclobutane-1,3'-indolin]-5'-yl)-3,4-dihydropyridine-1(2H)-carboxylate CC1CN(C(=CC1)C=1C=C2C3(C(NC2=CC1)=O)CCC3)C(=O)OC(C)(C)C